trans-4-(trifluoromethyl)cyclohexyl ((4-nitrophenoxy)(phenoxy)phosphoryl)-L-alaninate [N+](=O)([O-])C1=CC=C(OP(=O)(OC2=CC=CC=C2)N[C@@H](C)C(=O)O[C@@H]2CC[C@H](CC2)C(F)(F)F)C=C1